FC(C(C(C(C(C(C(C(F)(F)F)(F)F)(F)F)(F)F)(F)F)(F)F)(F)F)(S(=O)(=O)[O-])F.C(CCCC)[N+](CCCCC)(CCCCC)CCCCC tetrapentylammonium perfluorooctanesulfonate